CS(=O)(=O)OC[C@H]1C(N(CC1)C(C)C1=CC=C(C=C1)OC)=O ((3S)-1-(1-(4-Methoxyphenyl)ethyl)-2-oxopyrrolidin-3-yl)methyl methanesulfonate